C(C=C)(=O)N[C@H](C(=O)N1[C@@H]([C@H]2C([C@H]2C1)(C)C)C(=O)NC(CC1CC1)C(C(=O)NCC1=CC=CC=C1)=O)C(C)(C)C (1R,2S,5S)-3-((S)-2-Acrylamido-3,3-dimethylbutanoyl)-N-(4-(benzylamino)-1-cyclopropyl-3,4-dioxobutan-2-yl)-6,6-dimethyl-3-azabicyclo[3.1.0]hexane-2-carboxamide